2,4,4-trimethyl-1,8-octanediamine CC(CN)CC(CCCCN)(C)C